6,6-diethyl-1,3-cyclohexadiene C(C)C1(CC=CC=C1)CC